(2r,3s,4r,5r)-2-(2-amino-6-methoxy-purin-9-yl)-5-(hydroxymethyl)oxapentan-3,4-diol NC1=NC(=C2N=CN(C2=N1)[C@H](O)[C@H]([C@@H](CCO)O)O)OC